FC1=C(CN(C(OC)=O)C)C=CC(=C1)B1OC(C(O1)(C)C)(C)C methyl [2-fluoro-4-(4,4,5,5-tetramethyl-1,3,2-dioxaborolan-2-yl)benzyl]methylcarbamate